FC(C1=CC=CC(=N1)NC(=O)C=1C(=CC=2N(C1)C=CN2)OC(C)C)F N-(6-(difluoromethyl)pyridin-2-yl)-7-isopropoxyimidazo[1,2-a]Pyridine-6-carboxamide